ClC=1C=C(C=C(C1)Cl)C(C(CC=O)C)=O 4-(3,5-dichlorophenyl)-3-methyl-4-oxobutanal